O1N=C(C=C1)COC1=CC=C2C=C(NC2=C1)CNC(=O)N1CCCCC1 N-((6-(isoxazol-3-ylmethoxy)-1H-indol-2-yl)methyl)piperidine-1-carboxamide